(1R,3R,5'S,7a'R)-3-hydroxy-5'-(1-methyl-1H-pyrazol-3-yl)tetrahydro-3'H-spiro[cyclobutane-1,2'-pyrrolo[2,1-b]oxazol]-3'-one OC1CC2(C(N3[C@H](O2)CC[C@H]3C3=NN(C=C3)C)=O)C1